C(C)(C)(C)OC(=O)N1C=2N(CC(C1)NC(=O)OCC1=CC=CC=C1)N=CC2CC2=CC=C(C=C2)C(F)(F)F tert-butyl-6-(((benzyloxy)carbonyl)amino)-3-(4-(trifluoromethyl)benzyl)-6,7-dihydropyrazolo[1,5-a]pyrimidine-4(5H)-carboxylate